3-(4-(2-(2-cyclobutylazetidin-1-yl)-7,7-difluoro-6,7-dihydro-5H-cyclopenta[d]pyrimidin-4-yl)phenyl)oxetan-3-amine C1(CCC1)C1N(CC1)C=1N=C(C2=C(N1)C(CC2)(F)F)C2=CC=C(C=C2)C2(COC2)N